C(C)(C)(C)[C@@]1(N(CCN(C1)C1=CC=C2C(=NN(C2=C1)C)C=1C(=NC(=CC1)OCC1=CC=CC=C1)OCC1=CC=CC=C1)C(=O)OC(C)(C)C=1C=NC2=C(C=C(C=C2C1C)Br)F)C 2-(6-bromo-8-fluoro-4-methylquinolin-3-yl)propan-2-ol tert-butyl-(S)-4-(3-(2,6-bis(benzyloxy)pyridin-3-yl)-1-methyl-1H-indazol-6-yl)-2-methylpiperazine-1-carboxylate